C(#N)C1=C(C(=NC(=C1)C1=C(C(=CC=C1)C#N)C)C(CCC(=O)O)=O)O 4-[4-Cyano-6-(3-cyano-2-methyl-phenyl)-3-hydroxy-pyridin-2-yl]-4-oxo-butyric acid